6-Amino-1,3,5-triazine NC1=NC=NC=N1